1-(4-Chloro-phenyl)-3-[4-hydroxy-3-(2-methyl-2H-pyrazol-3-yl)-phenyl]-urea ClC1=CC=C(C=C1)NC(=O)NC1=CC(=C(C=C1)O)C=1N(N=CC1)C